FC1=C(C=C(C=C1)[N+](=O)[O-])\C(\C)=N\[S@@](=O)C(C)(C)C (S,E)-N-(1-(2-fluoro-5-nitrophenyl)ethylidene)-2-methylpropane-2-sulfinamide